cyclobutyl(7-(4-(trifluoro-methyl)phenoxy)-3,4-dihydroisoquinolin-2(1H)-yl)methanone C1(CCC1)C(=O)N1CC2=CC(=CC=C2CC1)OC1=CC=C(C=C1)C(F)(F)F